4-fluoro-1-isopropyl-1H-pyrazole-5-carboxamide FC=1C=NN(C1C(=O)N)C(C)C